CC1(OC2=CC(=CC=C2CC1)O)CC\C=C(\CC\C=C(\CCC=C(C)C)/C)/C 2-Methyl-2-[(3E,7E)-4,8,12-trimethyltrideca-3,7,11-trienyl]-3,4-dihydrochromen-7-ol